1-methyl-piperidine-4-boronic acid pinacol ester hydrochloride Cl.CN1CCC(CC1)B1OC(C)(C)C(C)(C)O1